N(=[N+]=[N-])C[C@@]1(CC[C@@H](OC1)C(=O)N1[C@H](C2=CC=CC=C2CC1)C1=CC=C(C=C1)F)O ((2r,5r)-5-(azidomethyl)-5-hydroxytetrahydro-2H-pyran-2-yl)((S)-1-(4-fluorophenyl)-3,4-dihydroisoquinolin-2(1H)-yl)methanone